phenethyl-4-carboxypyridine chloride [Cl-].C(CC1=CC=CC=C1)C1=NC=CC(=C1)C(=O)O